6-((4-(2-(4-chloro-2-fluorophenyl)-2-methylbenzo[d][1,3]dioxol-4-yl)piperidin-1-yl)methyl)-N'-hydroxy-5-(2-(methylsulfonyl)ethyl)nicotinimidamide ClC1=CC(=C(C=C1)C1(OC2=C(O1)C=CC=C2C2CCN(CC2)CC2=NC=C(C(N)=NO)C=C2CCS(=O)(=O)C)C)F